CC1(CCCC1)CC=1OC(=CN1)C=1C=CC(=NC1C1=CC=C2C=CC=NC2=C1)C#N 5-(2-((1-methylcyclopentyl)methyl)oxazol-5-yl)-6-(quinolin-7-yl)picolinonitrile